(S)-2-((((9H-fluoren-9-yl)methoxy)carbonyl)amino)-3-(3,6-dichloro-2-fluorophenyl)propanoic acid C1=CC=CC=2C3=CC=CC=C3C(C12)COC(=O)N[C@H](C(=O)O)CC1=C(C(=CC=C1Cl)Cl)F